N-(5-Hydroxy-3,4,6-trimethylpyridin-2-yl)-5-methyl-1H-indol-2-carboxamid OC=1C(=C(C(=NC1C)NC(=O)C=1NC2=CC=C(C=C2C1)C)C)C